ethyl (3S)-3-amino-3-{3',4-difluoro-6'-hydroxy-2',5-dimethyl-[1,1'-biphenyl]-3-yl}propanoate N[C@@H](CC(=O)OCC)C=1C=C(C=C(C1F)C)C1=C(C(=CC=C1O)F)C